N[C@@H](C(C)C)C(=O)OCC([C@H](C[C@H]1C(NCC1)=O)NC([C@@H](NC(=O)C=1NC2=C(C=C(C=C2C1)F)F)CC1CC1)=O)=O (3S)-3-{[3-cyclopropyl-N-(5,7-difluoro-1H-indole-2-carbonyl)-L-alanyl]amino}-2-oxo-4-[(3S)-2-oxopyrrolidin-3-yl]butyl L-valinate